ClC1=C(C=C(C=C1)NC(=O)NC1=CC=C(C=C1)OC1=CC=NC2=CC(=C3C(=C12)OCCO3)OCCCOC)C(F)(F)F 1-(4-chloro-3-(trifluoromethyl)phenyl)-3-(4-((5-(3-methoxypropoxy)-2,3-dihydro-[1,4]dioxino[2,3-f]quinolin-10-yl)oxy)phenyl)urea